N-[(1R,3S)-3-{[6-chloro-2-(trifluoromethyl)quinolin-4-yl]amino}cyclohexyl]-3-cyclopropyl-1-ethyl-1H-pyrazole-5-carboxamide ClC=1C=C2C(=CC(=NC2=CC1)C(F)(F)F)N[C@@H]1C[C@@H](CCC1)NC(=O)C1=CC(=NN1CC)C1CC1